C1(=CC=C(C=C1)C=CC(=O)[O-])C1=CC=CC=C1 4-biphenylacrylate